(S)-3-cyclopropyl-N7-(3-fluorobenzyl)-N5-(piperidin-3-yl)pyrazolo[1,5-a]pyrimidine-5,7-diamine hydrochloride Cl.C1(CC1)C=1C=NN2C1N=C(C=C2NCC2=CC(=CC=C2)F)N[C@@H]2CNCCC2